4-(6,7,8,9-tetrahydro-5H-pyrazino[2,3-d]azepin-2-yl)-1,4-oxazepane N1=C(C=NC2=C1CCNCC2)N2CCOCCC2